[N+](=O)([O-])C1=NN2C(CS(CC2)(=O)=O)=C1 2-nitro-6,7-dihydro-4H-pyrazolo[5,1-c][1,4]thiazine 5,5-dioxide